CC1CCC(CC1)N1N=C(C2=CC=CC=C2C1=O)C=1C=C(C=CC1)NS(=O)(=O)CC N-(3-(3-(4-Methylcyclohexyl)-4-oxo-3,4-dihydrophthalazin-1-yl)phenyl)ethanesulfonamide